tert-butyl 4-(4-chloro-7,7-dimethyl-5-oxo-5,7-dihydroindolo[1,2-a]quinazolin-10-yl)-3,3-difluoro-3,6-dihydropyridine-1(2H)-carboxylate ClC=1C=2C(N=C3N(C2C=CC1)C1=CC(=CC=C1C3(C)C)C=3C(CN(CC3)C(=O)OC(C)(C)C)(F)F)=O